2-[[4-[(3-hydroxy-7-morpholino-1,6-naphthyridin-5-yl)oxy]cyclohexyl]amino]-6-methyl-pyrimidine-4-carbonitrile OC=1C=NC2=CC(=NC(=C2C1)OC1CCC(CC1)NC1=NC(=CC(=N1)C#N)C)N1CCOCC1